Bis[2-(diphenylphosphanyl)benzoic acid] copper(I) tetrafluoroborate F[B-](F)(F)F.[Cu+].C1(=CC=CC=C1)P(C1=C(C(=O)O)C=CC=C1)C1=CC=CC=C1.C1(=CC=CC=C1)P(C1=C(C(=O)O)C=CC=C1)C1=CC=CC=C1